C(C)OC=1C(=NC(=C(C1)N1[C@@H](CN(CC1)C(=O)C1(CCC1)C1=CC=CC=C1)CC)C(=O)N[C@H]1CN(CC1)C)C=1C=NC=CC1 ethoxy-5-[(2R)-2-ethyl-4-(1-phenylcyclobutanecarbonyl)piperazin-1-yl]-N-[(3R)-1-methylpyrrolidin-3-yl]-[2,3'-bipyridine]-6-carboxamide